4-(Carboxymethyl)-3-fluorobenzeneboronic acid C(=O)(O)CC1=C(C=C(C=C1)B(O)O)F